3-chloro-7-((1r,4r)-4-(2-fluoro-6-methylphenyl)cyclohexyl)pyrido[2,3-b]pyrazin-6(5H)-one ClC1=CN=C2C(=N1)NC(C(=C2)C2CCC(CC2)C2=C(C=CC=C2C)F)=O